rel-(R)-2-allyl-1-(6-(azepan-4-yloxy)pyridin-2-yl)-6-((4-fluorophenyl)amino)-1,2-dihydro-3H-pyrazolo[3,4-d]pyrimidin-3-one C(C=C)N1N(C2=NC(=NC=C2C1=O)NC1=CC=C(C=C1)F)C1=NC(=CC=C1)O[C@H]1CCNCCC1 |o1:28|